4-((2,4-dimethoxybenzyl)amino)thieno[3,2-d]pyrimidine-7-carboxylic acid COC1=C(CNC=2C3=C(N=CN2)C(=CS3)C(=O)O)C=CC(=C1)OC